FC(C)(F)C=1C=C(C=CC1F)C=1C=C(C(=NC1)C)CN1C(OCC1)=O 3-[[5-[3-(1,1-Difluoroethyl)-4-fluoro-phenyl]-2-methyl-3-pyridyl]methyl]oxazolidin-2-one